C=1(C(=CC(=C(C1)C(=O)Cl)C(=O)Cl)C(=O)Cl)C(=O)Cl benzene-1,2,4,5-tetracarbonyl tetrachloride